S1C=C(C=C1)C1=NOC(=N1)C=1C=CC(N(C1)CC1=C(C=CC=C1)C(F)(F)F)=O 5-(3-(thiophen-3-yl)-1,2,4-oxadiazol-5-yl)-1-(2-(trifluoromethyl)benzyl)pyridin-2(1H)-one